(S)-1-((R)-pyrrolidin-2-yl)isochroman-7-carbonitrile N1[C@H](CCC1)[C@H]1OCCC2=CC=C(C=C12)C#N